N-(3,4-Dihydroquinolin-1(2H)-yl)pyrido[3,2-d]pyrimidin-4-amine N1(CCCC2=CC=CC=C12)NC=1C2=C(N=CN1)C=CC=N2